N(=[N+]=[N-])[C@H](C(=O)O)CC1=CC(=CC=C1)C1=CC=CC=2OC(OC21)(F)F (S)-2-azido-3-(3-(2,2-difluorobenzo[d][1,3]dioxolan-4-yl)phenyl)propanoic acid